(+)-5,6-O-isopropylidene-L-ascorbic acid CC1(OC[C@H](O1)[C@@H]2C(=C(C(=O)O2)O)O)C